tert-Butyl (7-chloro-5-(5-(4,4-difluoropiperidine-1-carbonyl)pyridin-2-yl)benzofuran-2-yl)methylcarbamate ClC1=CC(=CC=2C=C(OC21)CNC(OC(C)(C)C)=O)C2=NC=C(C=C2)C(=O)N2CCC(CC2)(F)F